2-(5-chloro-2-fluoro-4-(2-fluoro-4-hydroxy-3-isopropylphenylmethyl)-3-isopropylphenoxy)acetic acid ClC=1C(=C(C(=C(OCC(=O)O)C1)F)C(C)C)CC1=C(C(=C(C=C1)O)C(C)C)F